C1CCC2=C(C=3CCCC3C=C12)NC(=O)NS(=O)(=O)\C=C\[C@@]1(N(CCC1)C[2H])C (R,E)-N-((1,2,3,5,6,7-hexahydro-s-indacen-4-yl)carbamoyl)-2-(2-methyl-1-(methyl-d)pyrrolidin-2-yl)ethene-1-sulfonamide